BrC1=CC=C(C(=O)NC(C(=O)OC)=CC=2OC=CC2)C=C1 methyl 2-(4-bromobenzamido)-3-(furan-2-yl)acrylate